4-(5-(trifluoromethyl)-1,2,4-oxadiazol-3-yl)biphenyl FC(C1=NC(=NO1)C1=CC=C(C=C1)C1=CC=CC=C1)(F)F